3-(3,3-Dimethyloxetan-2-yl)-3-phenethyl-pyrrolidine CC1(C(OC1)C1(CNCC1)CCC1=CC=CC=C1)C